ClC=1N=C(C=2NC=3C=CC(=CC3C2N1)C=C)N1CCCCC1 1-(2-chloro-8-vinyl-5H-pyrimido[5,4-b]indol-4-yl)piperidin